butyl (1-(8-fluoro-2-methyl-6-(4,4,5,5-tetramethyl-1,3,2-dioxaborolan-2-yl)quinolin-4-yl)ethyl)carbamate FC=1C=C(C=C2C(=CC(=NC12)C)C(C)NC(OCCCC)=O)B1OC(C(O1)(C)C)(C)C